((2-((2-vinyl-[1,1'-biphenyl]-3-yl)methoxy)-4,6-dimethoxypyrimidin-5-yl)methyl)-L-serine C(=C)C1=C(C=CC=C1COC1=NC(=C(C(=N1)OC)CN[C@@H](CO)C(=O)O)OC)C1=CC=CC=C1